NCO[Si](OC)(C)CC(C)C aminoisobutylmethyldimethoxy-silan